(1S,2R,3R)-N-(8-amino-7-fluoro-6-(4-methylpyridin-3-yl)isoquinolin-3-yl)-2-(cyanomethyl)-3-((dimethylamino)methyl)cyclopropane-1-carboxamide NC=1C(=C(C=C2C=C(N=CC12)NC(=O)[C@H]1[C@@H]([C@H]1CN(C)C)CC#N)C=1C=NC=CC1C)F